OC1=CC=C(C=C1)C(C#N)=C (4-Hydroxyphenyl)acrylonitrile